4-benzyl-2,2-difluoro-6-(2-methylpyridin-4-yl)morpholin-3-one C(C1=CC=CC=C1)N1C(C(OC(C1)C1=CC(=NC=C1)C)(F)F)=O